C(C)(C)(C)OC(NCC(CC(C)C)NC1=NC(=NC=C1Br)Cl)=O N-[2-[(5-bromo-2-chloro-pyrimidin-4-yl)amino]-4-methyl-pentyl]carbamic acid tert-butyl ester